N-(4-(2,5-difluorophenyl)piperidin-4-yl)-4-(trifluoromethoxy)benzenesulfonamide FC1=C(C=C(C=C1)F)C1(CCNCC1)NS(=O)(=O)C1=CC=C(C=C1)OC(F)(F)F